S(=O)(=O)([O-])[O-].[Ir+3].S(=O)(=O)([O-])[O-].S(=O)(=O)([O-])[O-].[Ir+3] iridium(III) sulfate